(2S)-4-methyl-N-[2-[2-methyl-6-[(5-phenylthiazol-2-yl)amino]pyrimidin-4-yl]oxyethyl]piperazine-2-carboxamide CN1C[C@H](NCC1)C(=O)NCCOC1=NC(=NC(=C1)NC=1SC(=CN1)C1=CC=CC=C1)C